CC(C(=O)OCC)C(=O)OCC 1,3-diethyl 2-methylmalonate